3-(Methylamino)-2-[3-(pyrazin-2-yl)phenyl]imidazo[1,2-a]pyridine-7-carbonitrile CNC1=C(N=C2N1C=CC(=C2)C#N)C2=CC(=CC=C2)C2=NC=CN=C2